C(C)(C)(C)C1=CC=C(C(=O)NC2=C(OC3=C2C=C(C=C3)C=3C=NN(C3)C3=CC=C(C=C3)OC(F)(F)F)C(=O)O)C=C1 3-(4-(tert-butyl)benzoylamino)-5-(1-(4-(trifluoromethoxy)phenyl)-1H-pyrazol-4-yl)benzofuran-2-carboxylic acid